2-(4-fluorophenyl)-N-methyl-3-(pyridin-4-yl)-6,7-dihydropyrazolo[1,5-a]pyrazine-5(4H)-carboxamide FC1=CC=C(C=C1)C1=NN2C(CN(CC2)C(=O)NC)=C1C1=CC=NC=C1